C(C)NC=1C=C(C=CC1)C1=NN(C(C2=CC=CC=C12)=O)C1=CC=C(C=C1)C(F)(F)F (3-(ethylamino)phenyl)-2-(4-(trifluoromethyl)phenyl)phthalazin-1(2H)-one